N1N=CC(=C1)C=1SC=C(N1)C(=O)N (1H-pyrazol-4-yl)-1,3-thiazole-4-carboxamide